F[P-](F)(F)(F)(F)F.C(CCCCCCCCCCC)N1CN(C=C1)C=C 3-n-dodecyl-1-vinyl-imidazole hexafluorophosphate